FC1=C(C=CC=C1)NS(=O)(=O)C1=CC(=CC=C1)C(=O)N1CCCC2=CC(=CC=C12)OC N-(2-fluorophenyl)-3-(6-methoxy-1,2,3,4-tetrahydroquinoline-1-carbonyl)benzenesulfonamide